NC1=C(C=C(C(=C1)Br)OC)SCC(C(=O)O)(C(C)C)CC 2-(((2-amino-4-bromo-5-methoxyphenyl)thio)methyl)-2-ethyl-3-methylbutanoic acid